IC1=CC=C(N=N1)N(C1CC2CCC(C1)N2C(=O)OC(C)(C)C)C tert-butyl 3-[(6-iodopyridazin-3-yl) (methyl)amino]-8-azabicyclo[3.2.1]octane-8-carboxylate